CCC\C=C\CCCCCCCC trans-4-tridecene